(E)-2-(3,7-dimethylocta-2,6-dien-1-yl)-4-(4-methylthiophen-2-yl)-5-pentylbenzene-1,3-diol C\C(=C/CC1=C(C=C(C(=C1O)C=1SC=C(C1)C)CCCCC)O)\CCC=C(C)C